3-isobutoxy-2,4,5-trimethylcyclopent-2-en-1-one C(C(C)C)OC1=C(C(C(C1C)C)=O)C